Benzyl 1-(benzyloxycarbonylsulfamoyl)-3-[4-(tert-butoxycarbonylamino)cyclohexen-1-yl]pyrrole-2-carboxylate C(C1=CC=CC=C1)OC(=O)NS(=O)(=O)N1C(=C(C=C1)C1=CCC(CC1)NC(=O)OC(C)(C)C)C(=O)OCC1=CC=CC=C1